1-(3-(6-(5-methyl-1H-indazol-4-yl)-1H-benzo[d]imidazol-2-yl)azetidin-1-yl)prop-2-en-1-one CC=1C(=C2C=NNC2=CC1)C=1C=CC2=C(NC(=N2)C2CN(C2)C(C=C)=O)C1